CC12CC(C1)(C2)C(=O)N2CCC(CC2)C2CN(C2)[C@@H]2[C@H](CCCC2)OC=2C=C1CN(C(C1=CC2)=O)C2C(NC(CC2)=O)=O 3-(5-(((1S,2S)-2-(3-(1-(3-methylbicyclo[1.1.1]pentane-1-carbonyl)piperidin-4-yl)azetidin-1-yl)cyclohexyl)oxy)-1-oxoisoindolin-2-yl)piperidine-2,6-dione